N-(4-(4-Methylpiperazin-1-yl)phenyl)-2-oxo-4-(piperidin-4-ylamino)-1,2-dihydropyridine-3-carboxamide CN1CCN(CC1)C1=CC=C(C=C1)NC(=O)C=1C(NC=CC1NC1CCNCC1)=O